BrC=1N=CN(C1C1=CC=NC=C1)CC(=O)N1C=CN(C=C1)C 2-[4-bromo-5-(4-pyridinyl)imidazol-1-yl]-1-(4-methylpyrazin-1-yl)ethanone